O1COC=2C(=NC=CC21)CN2[C@H](C[C@@H](C2)F)C(=O)NC2=CC=C(C=C2)C2CC2 (2R,4S)-1-([1,3]dioxolo[4,5-c]pyridin-4-ylmethyl)-N-(4-cyclopropylphenyl)-4-fluoropyrrolidine-2-carboxamide